N-(3,3-diphenylallyl)-4-fluoro-N-(2-(pyrrolidin-1-yl)ethyl)benzamide C1(=CC=CC=C1)C(=CCN(C(C1=CC=C(C=C1)F)=O)CCN1CCCC1)C1=CC=CC=C1